N[C@H](C(=O)OC)CC1CCC1 methyl (S)-2-amino-3-cyclobutylpropionate